C(C1=CC=CC=C1)C=1C(=CNC1)S(=O)(=O)NC1=NC=C(C=C1F)Cl 4-benzyl-N-(5-chloro-3-fluoro-2-pyridyl)-1H-pyrrole-3-sulfonamide